2-amino-N-(2,6-dioxopiperidin-3-yl)-3-nitrobenzamide NC1=C(C(=O)NC2C(NC(CC2)=O)=O)C=CC=C1[N+](=O)[O-]